FC1=CC(=C(C=C1)C1=CC(=CC=C1)C=1OC2=C(N1)C=C(C=C2C(F)(F)F)CNC[C@@]2(OCC2)C)C2=NN=CN2C (R)-1-(2-(4'-fluoro-2'-(4-methyl-4H-1,2,4-triazol-3-yl)-[1,1'-biphenyl]-3-yl)-7-(trifluoromethyl)benzo[d]oxazol-5-yl)-N-((2-methyloxetan-2-yl)methyl)methylamine